4-(((cis)-4-(3-chloro-5-(trifluoromethoxy)phenyl)cyclohexyl)oxy)-1H-1,2,3-triazole-5-carboxylic acid ClC=1C=C(C=C(C1)OC(F)(F)F)[C@H]1CC[C@H](CC1)OC=1N=NNC1C(=O)O